COCCOC=1C=CC2=C(NC(=N2)C2=NNC3=CC=C(C=C23)C(=O)NCCCNC(OC(C)(C)C)=O)C1 tert-butyl (3-(3-(6-(2-methoxyethoxy)-1H-benzo[d]imidazol-2-yl)-1H-indazole-5-carboxamido)propyl)carbamate